C(C)(C)(C)OC(NC1=CC(=NC=C1OC(C([2H])([2H])[2H])([2H])[2H])NC(C)=O)=O (2-Acetamido-5-(ethoxy-d5)pyridin-4-yl)carbamic acid tert-butyl ester